1-((2S,6R)-4-((S)-6-chloro-7-(3,5-dimethyl-1H-indazol-4-yl)-2-(3-(dimethylamino)azetidin-1-yl)-8-fluoroquinazolin-4-yl)-2,6-dimethylpiperazin-1-yl)prop-2-en-1-one ClC=1C=C2C(=NC(=NC2=C(C1C1=C2C(=NNC2=CC=C1C)C)F)N1CC(C1)N(C)C)N1C[C@@H](N([C@@H](C1)C)C(C=C)=O)C